4,4'-bis[4-(4-amino-α,α-dimethyl-benzyl)phenoxy]benzophenone NC1=CC=C(C(C)(C)C2=CC=C(OC3=CC=C(C(=O)C4=CC=C(C=C4)OC4=CC=C(C=C4)C(C4=CC=C(C=C4)N)(C)C)C=C3)C=C2)C=C1